COC=1C=C(C=CC1OC1=NC=C(C=C1[N+](=O)[O-])C)NC(OC(C)(C)C)=O Tert-butyl (3-methoxy-4-((5-methyl-3-nitropyridin-2-yl)oxy)phenyl)carbamate